C(CCCCCCCCCC=CCCCCCCCC)(=O)OCCCCCCCCCCCCCCCCCCCCCCCCCCCCCCCO 31-hydroxyhentriacontyl eicos-11-enoate